FC=1C(=CC(=C(C1)N1C(C=CC2=CC(=CC=C12)S(=O)(=O)NC=1N=NC=CC1)=O)OC)[C@@H]1[C@H](C1)C(F)(F)F (P)-1-(5-FLUORO-2-METHOXY-4-((1S,2S)-2-(TRIFLUOROMETHYL)CYCLOPROPYL)PHENYL)-2-OXO-N-(PYRIDAZIN-3-YL)-1,2-DIHYDROQUINOLINE-6-SULFONAMIDE